4-(3,5-Bis(2-hydroxyphenyl)-1H-1,2,4-triazol-1-yl)benzoic acid OC1=C(C=CC=C1)C1=NN(C(=N1)C1=C(C=CC=C1)O)C1=CC=C(C(=O)O)C=C1